trimethoxysilylpropyl-nitrogen CO[Si](OC)(OC)CCC[N]